tert-butyl-4-(4-chloropyridin-3-yl)-2-methylpiperazine-1-carboxylate C(C)(C)(C)OC(=O)N1C(CN(CC1)C=1C=NC=CC1Cl)C